2-[(1-methyl-1H-benzimidazol-2-yl)amino]-5-benzoxazolecarboxylic acid CN1C(=NC2=C1C=CC=C2)NC=2OC1=C(N2)C=C(C=C1)C(=O)O